5-(1H-Pyrazol-4-yl)-2-[5-(spiro[8-azabicyclo[3.2.1]octane-3,3'-azetidin]-1'-yl)[1,3]thiazolo[5,4-d][1,3]thiazol-2-yl]pyridin-3-ol Hydrochlorid Cl.N1N=CC(=C1)C=1C=C(C(=NC1)C=1SC=2N=C(SC2N1)N1CC2(C1)CC1CCC(C2)N1)O